2-ethyl-5,6-dihydro-4H-1,3-oxazine C(C)C=1OCCCN1